2-(4-((4-(3-Chloro-4-(trifluoromethyl)phenyl)-5-oxo-4,5-dihydro-1H-1,2,4-triazol-1-yl)methyl)-2-methylphenoxy)2-methylpropionic acid ClC=1C=C(C=CC1C(F)(F)F)N1C=NN(C1=O)CC1=CC(=C(OC(C(=O)O)(C)C)C=C1)C